[Cl-].C[N+](CCCCCCCCCCCCCCCCCC)(C)[Si](OCCCCN)(OC)OC N,N-dimethyl-N-octadecyl-3-aminopropyl-trimethoxysilyl-ammonium chloride